NC=1C(NC2=CC(=C(C=C2C1C1=C2C=NNC2=C(C=C1)Cl)OC1CCC1)F)=O 3-amino-4-(7-chloro-1H-indazol-4-yl)-6-cyclobutyloxy-7-fluoro-1H-quinolin-2-one